O1CCOC2=C1C=CC=C2C2=CC=C(C(=N2)OC)NC2=CC=C(C(=O)NCC1=NC(=CC=C1)F)C=C2 4-[6-(2,3-Dihydro-benzo[1,4]dioxin-5-yl)-2-methoxy-pyridin-3-ylamino]-N-(6-fluoro-pyridin-2-ylmethyl)-benzamide